CC1=C(CNC=2C=C(C(=O)O)C=CC2OC)C(=CC=C1)C 3-((2,6-Dimethylbenzyl)amino)-4-methoxybenzoic acid